C(CCCCCCCC=CCCC)(=O)O 9-Tridecenoic acid